1-((2-((R)-3-cyclohexyl-2-methylpropanoyl)-5-hydroxy-2-azaspiro[5.5]undecan-5-yl)methyl)-4-phenyl-5-(piperazine-1-carbonyl)pyridin-2(1H)-one C1(CCCCC1)C[C@H](C(=O)N1CC2(C(CC1)(O)CN1C(C=C(C(=C1)C(=O)N1CCNCC1)C1=CC=CC=C1)=O)CCCCC2)C